C12(CC(C1)C2)NC(CN2C(C(=CC=C2)NC([C@H](CCC(C(=O)NCC)=O)NC(=O)C=2N=NSC2)=O)=O)=O (S)-N1-(1-(2-(bicyclo[1.1.1]pentan-1-ylamino)-2-oxoethyl)-2-oxo-1,2-dihydropyridin-3-yl)-N6-ethyl-5-oxo-2-(1,2,3-thiadiazole-4-carboxamido)hexanediamide